(4-(dimethylamino)styryl)pyridine CN(C1=CC=C(C=CC2=NC=CC=C2)C=C1)C